(3R)-N-cyclobutyl-3-({1-cyclopentyl-5-[2-(trifluoromethyl)phenyl]-1H-pyrazol-3-yl}formamido)-5-(3,3-difluoropiperidin-1-yl)-5-oxopentanamide C1(CCC1)NC(C[C@H](CC(=O)N1CC(CCC1)(F)F)NC(=O)C1=NN(C(=C1)C1=C(C=CC=C1)C(F)(F)F)C1CCCC1)=O